CS(=O)(=O)OC[C@@H]1CC[C@@H](CC1)NC1=NN2C(C=N1)=C(C=C2)Br (cis-4-((5-bromopyrrolo[2,1-f][1,2,4]triazin-2-yl)amino)cyclohexyl)methyl methanesulfonate